C[C@H]1OCC[C@H](C1)C1=CC=C(C=C1)NC=1C=CC2=C(OCC(N2)=O)C1 7-((4-((2R,4R)-2-methyltetrahydro-2H-pyran-4-yl)phenyl)amino)-2H-benzo[b][1,4]oxazin-3(4H)-one